C(C1=CC=CC=C1)OC(=O)N[C@H](C(=O)OC)COC1CC(C1)NC(=O)OC(C)(C)C methyl (2S)-2-(benzyloxycarbonylamino)-3-[3-(tert-butoxycarbonylamino) cyclobutoxy]propanoate